COC=1C=C2CC(CC2=CC1)(C)CO (5-methoxy-2-methyl-2,3-dihydro-1H-inden-2-yl)methanol